methyl 2-(2-benzyloxyethoxy)acetate C(C1=CC=CC=C1)OCCOCC(=O)OC